CN(C1=CC=C(C=C1)NCC(CC1=NNC(O1)=O)O)C 5-[3-(4-dimethylaminophenylamino)-2-hydroxypropyl]-1,3,4-oxadiazol-2(3H)-one